4-(4-(1-chloroethyl)phenyl)tetrahydro-2H-pyranbenzoic acid cyclohexyl ester C1(CCCCC1)OC(C1=CC=CC=C1C1OCCC(C1)C1=CC=C(C=C1)C(C)Cl)=O